C(C)(C)(C)OC(=O)N(C)CC1=CC(=C(C(=C1)F)C=1N=CC2=C(N1)C=NN2C(=O)OC(C)(C)C)F tert-Butyl 5-(4-((tert-butoxycarbonyl(methyl)amino)methyl)-2,6-difluorophenyl)-1H-pyrazolo[4,3-d]pyrimidine-1-carboxylate